ethyl 2-(6-cyano-2-((5-methoxy-7-methyl-1H-indol-4-yl)methyl)-2H-indazol-7-yl)acetate C(#N)C=1C=CC2=CN(N=C2C1CC(=O)OCC)CC1=C2C=CNC2=C(C=C1OC)C